(S)-4-methoxy-2-((1-(5-phenyl-1,3,4-thiadiazol-2-yl)ethyl)carbamoyl)pyridin-3-yl isobutyrate C(C(C)C)(=O)OC=1C(=NC=CC1OC)C(N[C@@H](C)C=1SC(=NN1)C1=CC=CC=C1)=O